N[C@@H](CC(=O)O)C1CCC1 (S)-3-AMINO-3-CYCLOBUTYL-PROPIONIC ACID